7-(5-cyclopropyl-6-methyl-1H-indazol-4-yl)-4-(2,2-difluoro-6-azaspiro[3.5]nonan-6-yl)-8-fluoro-2-(((2R,7aS)-2-fluorotetrahydro-1H-pyrrolizin-7a(5H)-yl)methoxy)pyrido[4,3-d]pyrimidine C1(CC1)C=1C(=C2C=NNC2=CC1C)C1=C(C=2N=C(N=C(C2C=N1)N1CC2(CC(C2)(F)F)CCC1)OC[C@]12CCCN2C[C@@H](C1)F)F